diphenyl-dimethoxyacetophenone C1(=CC=CC=C1)C1=C(C=CC=C1)C(C(OC)(OC)C1=CC=CC=C1)=O